FC(S(=O)(=O)NC1=C(C=CC=C1)C1=CC=C2[C@H]([C@@H](COC2=C1)CC1=CC=NC=C1)O)(F)F 1,1,1-Trifluoro-N-{2-[(3R,4S)-4-hydroxy-3-(pyridin-4-ylmethyl)-3,4-dihydro-2H-chromen-7-yl]phenyl}methansulfonamid